2-(1-methyl-1-ethylpentyl)-5-methylphenol, potassium salt [K].CC(CCCC)(CC)C1=C(C=C(C=C1)C)O